4-(2-Amino-5-(4-(morpholinomethyl)phenyl)pyridin-3-yl)benzoic acid NC1=NC=C(C=C1C1=CC=C(C(=O)O)C=C1)C1=CC=C(C=C1)CN1CCOCC1